(2E,4E)-N,N-diallyl-5-(3-ethoxy-4-hydroxy-5-methoxyphenyl)penta-2,4-dienamide C(C=C)N(C(\C=C\C=C\C1=CC(=C(C(=C1)OC)O)OCC)=O)CC=C